O1COC2=C1C=CC(=C2)C=2N=C(NC2C2=NC(=CC=C2)C)C(C)(C)C 2-[4-(1,3-Benzodioxol-5-yl)-2-(1,1-dimethylethyl)-1H-imidazol-5-yl]-6-methylpyridine